C1(CC1)CN1CC[C@]23CCN(CC[C@]2([C@H]1CC1=CC=C(C=C13)O)O)C(=O)C=1OC=CN1 ((5aS,6R,11bR)-14-(cyclopropylmethyl)-5a,10-dihydroxy-1,2,5,5a,6,7-hexahydro-6,11b-(epiminoethano)naphtho[1,2-d]azepin-3(4H)-yl)(oxazol-2-yl)methanone